FC1=CC(=C(NC(CC(=O)OCC)=O)C=C1)C ethyl 3-(4-fluoro-2-methyl-anilino)-3-oxo-propanoate